BrC=1C=CC(=C2C=CC(=NC12)C#CCCNC(OCCCC)=O)C Butyl (4-(8-bromo-5-methylquinolin-2-yl)but-3-yn-1-yl)carbamate